CN(C=1C=C2C(=CC=NC2=CC1)NC=1C=CC(=NC1)C(=O)NC1=CC=C(C=C1)OC1=CC(=NC=C1)C)C 5-((6-(dimethylamino)quinolin-4-yl)amino)-N-(4-((2-methylpyridin-4-yl)oxy)phenyl)pyridine-2-carboxamide